C(C=C)C(C(=O)C1=CC=C(C=C1)OC)=S 2-allylsulfanylidene-1-(4-methoxyphenyl)ethan-1-one